ClC1=CC(=C(C=C1)C1=NN2C(C=NCC2)=C1C1=CC=NC=C1)CO 2-[4-chloro-2-(hydroxymethyl)phenyl]-3-(pyridin-4-yl)-6,7-dihydropyrazolo[1,5-a]pyrazin